methyl 2-(4-cyclopropoxy-1-oxo-6-(4,4,5,5-tetramethyl-1,3,2-dioxaborolan-2-yl)phthalazin-2(1H)-yl)acetate C1(CC1)OC1=NN(C(C2=CC=C(C=C12)B1OC(C(O1)(C)C)(C)C)=O)CC(=O)OC